Cl.CN(C(=O)C1CC1)[C@@H]1CNCC1 N-methyl-N-[(3S)-pyrrolidin-3-yl]cyclopropanecarboxamide hydrochloride